Methyl 2-((1R,3R,5S)-3-((5-cyclopropyl-3-(2-(trifluoromethoxy) phenyl) isoxazol-4-yl) methoxy)-8-azabicyclo[3.2.1]oct-8-yl)-4-ethynylbenzo[d]thiazole-6-carboxylate C1(CC1)C1=C(C(=NO1)C1=C(C=CC=C1)OC(F)(F)F)COC1C[C@H]2CC[C@@H](C1)N2C=2SC1=C(N2)C(=CC(=C1)C(=O)OC)C#C